O=C1NC(CCC1N1C(C2=CC=C(C=C2C1)C(=O)NC=1C=NC=2CCCC(C2C1)OC)=O)=O 2-(2,6-dioxopiperidin-3-yl)-N-(5-methoxy-5,6,7,8-tetrahydroquinolin-3-yl)-1-oxoisoindoline-5-carboxamide